C(C)(C)(C)C=1C=C(CCC(=O)OCCCCCCCCCCCCCCCCCC)C=C(C1O)C(C)(C)C octadecyl 3,5-di-tert-butyl-4-hydroxyhydrocinnamate